CNC=1N=C(C=NC1C=1C2=C(C=NC1)N(C=N2)C)NC2=CC(=NC=C2)C 5-(Methylamino)-6-(3-methylimidazo[4,5-c]pyridin-7-yl)-3-[(2-methyl-4-pyridyl)amino]pyrazin